CC(CN1C=NC=2C(=NC=3C=CC=CC3C21)N)C 1-(2-methylpropyl)imidazo[4,5-c]quinolin-4-amine